C(#CC)C1=NC(=C2N=CN(C2=N1)[C@@H]1SCCC1)NCC=1C=NC=C(C1)C(F)(F)F (2R)-2-[2-prop-1-ynyl-6-[[5-(trifluoromethyl)-3-pyridyl]methylamino]purin-9-yl]tetrahydrothiophen